1-methyl-N-(2-(trifluoromethyl)-1H-pyrrolo[3,2-c]pyridin-6-yl)piperidine-4-carboxamide CN1CCC(CC1)C(=O)NC1=CC2=C(C=N1)C=C(N2)C(F)(F)F